Cl.N[C@H](C(=O)O)CC1CC=C(CC1)C1=NC(=NC(=C1)O[C@@H](C(F)(F)F)C1=C(C=C(C=C1)Cl)C1=CC=C(C=C1)OC)N (2S)-2-amino-3-(4-(2-amino-6-((R)-1-(5-chloro-4'-methoxy-[1,1'-biphenyl]-2-yl)-2,2,2-trifluoroethoxy)pyrimidin-4-yl)cyclohex-3-en-1-yl)propanoic acid hydrochloride